FC1=C(N=CC2=C1N=C(N=C2N2CC(CCC2)CC(=O)O)OC[C@]21CCCN1C[C@@H](C2)F)C2=CC=CC1=CC=CC(=C21)CCO 2-(1-(8-Fluoro-2-(((2R,7aS)-2-fluorotetrahydro-1H-pyrrolizin-7a(5H)-yl)methoxy)-7-(8-(2-hydroxyethyl)naphthalen-1-yl)pyrido[4,3-d]pyrimidin-4-yl)piperidin-3-yl)acetic acid